4-[[1-(2-chloroacetyl)-3,4-dihydro-2H-quinolin-6-yl]oxy]butanoic acid ClCC(=O)N1CCCC2=CC(=CC=C12)OCCCC(=O)O